C(C)(C)(C)OC(=O)N1C[C@H](N[C@H](C1)C)C.C(C)(=O)C1=CC=C(OCCCC(=O)NCCCCON2C(=NC=3C(=NC=4C=C(C=CC4C32)P(=O)(C)C)N)CCCC)C=C1 4-(4-acetylphenoxy)-N-(4-((4-amino-2-butyl-7-(dimethylphosphoryl)-1H-imidazo[4,5-c]quinolin-1-yl)oxy)butyl)butanamide tert-butyl-(3r,5s)-3,5-dimethylpiperazine-1-carboxylate